imidazolin N1C=NCC1